trans-3-chloro-2,3,3-trifluoropropene ClC(C(=C)F)(F)F